2-(1-acryloyl-4-(6-chloro-7-(2-(trifluoro-methyl)phenyl)quinazolin-4-yl)piperazin-2-yl)acetonitrile C(C=C)(=O)N1C(CN(CC1)C1=NC=NC2=CC(=C(C=C12)Cl)C1=C(C=CC=C1)C(F)(F)F)CC#N